4-(1H-pyrrolo[2,3-b]pyridin-4-yl)-1H-pyridin-2-one N1C=CC=2C1=NC=CC2C2=CC(NC=C2)=O